CC1=CC=NC=2N=CN(C(C21)=O)CC2=NC(=NO2)C2[C@H]1CN(C[C@@H]21)C2=CC=C(C=C2)Cl 5-methyl-3-[[3-[(1R,5S,6r)-3-(4-chlorophenyl)-3-azabicyclo[3.1.0]hexane-6-yl]-1,2,4-oxadiazol-5-yl]methyl]pyrido[2,3-d]pyrimidin-4-one